C(C1=CC=CC=C1)OC1=NC(=CC=C1C=1C=NC(=C(C1)F)N1CCC(CC1)N1CCNCC1)OCC1=CC=CC=C1 2,6-Bis(benzyloxy)-5'-fluoro-6'-(4-(piperazin-1-yl)piperidin-1-yl)-3,3'-bipyridine